BrC=1C=CC(=C(N)C1)OCCCN(C)C 5-Bromo-2-(3-(dimethylamino)propoxy)aniline